O1[C@H](COCC1)CN1N=C2C3=C(CCC2=C1)OC(=C3C(F)(F)F)C(=O)NCC3=CN=CS3 2-[(2S)-1,4-Dioxan-2-ylmethyl]-N-(1,3-thiazol-5-ylmethyl)-8-(trifluoromethyl)-4,5-dihydro-2H-furo[2,3-g]indazol-7-carboxamide